CC1(OB(OC1(C)C)C1=NC(=CC=C1)C(F)(F)F)C 2-(4,4,5,5-tetramethyl-1,3,2-dioxaborolan-2-yl)-6-(trifluoromethyl)pyridine